(5S)-2-{[1-(2,4-difluorophenyl)cyclopropyl]methyl}-5-(pyrrolidin-1-ylcarbonyl)-5,6,7,8-tetrahydro[1,2,4]triazolo[4,3-a]pyridin-3(2H)-one FC1=C(C=CC(=C1)F)C1(CC1)CN1N=C2N([C@@H](CCC2)C(=O)N2CCCC2)C1=O